NC=1C(=NC=NC1Cl)Cl 5-amino-4,6-dichloropyrimidin